C(C=C)(=O)N1C[C@H](C[C@@H]1COC)N1N=C(C(=C1NC)C(=O)N)C#CC=1C=C2C(=NC1)N(C=N2)C 1-((3s,5r)-1-propenoyl-5-(methoxymethyl)pyrrolidin-3-yl)-3-((3-methyl-3H-imidazo[4,5-b]pyridin-6-yl)ethynyl)-5-(methylamino)-1H-pyrazole-4-carboxamide